O-ethyl-isourea hydrochloride Cl.C(C)OC(N)=N